N-benzyl-hexadecanoic amide C(C1=CC=CC=C1)NC(CCCCCCCCCCCCCCC)=O